CS(=O)(=O)OC1CN(C1)CC1CCN(CC1)C1=CC=C(C=C1)C1C(NC(CC1)=O)=O [1-[[1-[4-(2,6-dioxo-3-piperidyl)phenyl]-4-piperidyl] methyl] azetidin-3-yl] methanesulfonate